5-Bromo-N-(5-chloro-2-hydroxy-3-(3-methoxyazetidine-1-carbonyl)phenyl)-2-methoxybenzenesulfonamide BrC=1C=CC(=C(C1)S(=O)(=O)NC1=C(C(=CC(=C1)Cl)C(=O)N1CC(C1)OC)O)OC